CS(=O)(=O)CCN 2-methanesulfonylethanamine